2-(4-ethyl-3-piperidyl)-4-(4-methoxyphenyl)pyrimidine C(C)C1C(CNCC1)C1=NC=CC(=N1)C1=CC=C(C=C1)OC